O1CCOC2=C1C=CC=C2C2=CC=C(C(=N2)OC)NC2=CC=C(C=C2)CC(=O)NCC2CCN(CC2)C 2-{4-[6-(2,3-Dihydro-benzo[1,4]dioxin-5-yl)-2-methoxy-pyridin-3-ylamino]-phenyl}-N-(1-methyl-piperidin-4-ylmethyl)-acetamide